4-methylphenyl-4-(1-methylethyl)phenyliodonium trifluorophosphate P(=O)(F)(F)F.CC1=CC=C(C=C1)[I+]C1=CC=C(C=C1)C(C)C